BrC(\C(\C)=N\NC(C1=CC=CC=C1)=O)(F)F N'-[(2E)-1-bromo-1,1-difluoropropan-2-ylidene]benzohydrazide